C(C)N1C(C(N(CC1)C(=O)NC(C(=O)N[C@@H]1B(OC2=C(C1)C=CC=C2C(=O)OCC)O)C2=CC=CC=C2)=O)=O Ethyl (3R)-3-(2-(4-ethyl-2,3-dioxopiperazine-1-carboxamido)-2-phenylacetamido)-2-hydroxy-3,4-dihydro-2H-benzo[e][1,2]oxaborinine-8-carboxylate